(1R,2R)-N-(6-((R)-1-cyanospiro[2.2]pentan-1-yl)isoquinolin-3-yl)-2-(1-methyl-1H-pyrazol-3-yl)cyclopropane-1-carboxamide C(#N)[C@@]1(CC12CC2)C=2C=C1C=C(N=CC1=CC2)NC(=O)[C@H]2[C@@H](C2)C2=NN(C=C2)C